(R)-tert-butyl (8-(6-amino-3-carbamoyl-5-mercaptopyrazin-2-yl)-8-azaspiro[4.5]decan-1-yl)carbamate NC1=C(N=C(C(=N1)N1CCC2(CCC[C@H]2NC(OC(C)(C)C)=O)CC1)C(N)=O)S